C1=CC=CC=2C3=CC=CC=C3C(=CC12)C1=CC=C(C=C1)C=1OC2=C(N1)C(=CC(=C2)C2=CC=C(C=C2)C2=CC=C(C=C2)C2=CC=C(C=C2)C#N)C2=CC=CC=C2 2-{4-(phenanthren-9-yl)-phenyl}-6-(4''-cyano-[1,1':4',1'']terphenyl-4-yl)-4-phenyl-benzoxazole